C(C1=CC=CC=C1)OCC1=NN(C(N1CC)=O)C1=NC(=C(C(=O)NC2=C(C=CC=C2)OC)C=C1F)C=COCC (3-((benzyloxy)methyl)-4-ethyl-5-oxo-4,5-dihydro-1H-1,2,4-triazol-1-yl)-2-(2-ethoxyvinyl)-5-fluoro-N-(2-methoxyphenyl)nicotinamide